CC=1N=C(SC1C)C1CN(CCN1)C(=O)[O-] 3-(4,5-dimethyl-1,3-thiazol-2-yl)piperazine-1-carboxylate